[3-(ethylmethylamino)propyl]Ethyl-diethoxysilane C(C)N(CCC[Si](OCC)(OCC)CC)C